Bis(4-aminophenoxy)methane NC1=CC=C(OCOC2=CC=C(C=C2)N)C=C1